3-(1-methyl-6-((S)-3-(trifluoromethyl)piperazin-1-yl)-1H-indazol-3-yl)piperidine-2,6-dione CN1N=C(C2=CC=C(C=C12)N1C[C@H](NCC1)C(F)(F)F)C1C(NC(CC1)=O)=O